N1(N=NN=C1)CC=1NC=2N(C(C1C1=CC=C(C=C1)OC)=O)N=C(C2C2=CC=CC=C2)C2=CC=CC=C2 5-((1H-tetrazol-1-yl)methyl)-6-(4-methoxyphenyl)-2,3-diphenylpyrazolo[1,5-a]pyrimidin-7(4H)-one